(E)-2,4-dihydroxy-5-((p-tolylimino)methyl)benzophenone OC1=C(C(=O)C2=CC=CC=C2)C=C(C(=C1)O)/C=N/C1=CC=C(C=C1)C